C1=NC(=C2C(=N1)N(C=N2)[C@H]3[C@@H]([C@@H]([C@H](O3)COP(=O)([O-])[O-])OP(=O)([O-])[O-])O)N The molecule is an organophosphate oxoanion arising from deprotonation of the phosphate OH groups of adenosine 3',5'-bismonophosphate; major species at pH 7.3. It has a role as a human metabolite and a Saccharomyces cerevisiae metabolite. It is a conjugate base of an adenosine 3',5'-bismonophosphate.